FC(C1=CC=C(C=C1)N1N=NC(=C1COC1=CC=C(N=N1)N1CC(N=CC=C1)=O)C)F 4-(6-((1-(4-(Difluoromethyl)phenyl)-4-methyl-1H-1,2,3-triazol-5-yl)methoxy)pyridazine-3-yl)-1,4-diazepine-2-one